1-(2-(4-methylbenzyl-(propargyl)amino)ethyl)-2-methyl-3-hydroxypyridin CC1=CC=C(CN(CCN2C(C(=CC=C2)O)C)CC#C)C=C1